ClC1=CC=C(CNC(=O)C=2SC(=CC2)S(NC)(=O)=O)C=C1 N-(4-chlorobenzyl)-5-(N-methylsulfamoyl)thiophene-2-carboxamide